C(=O)(OC(C)(C)C)N1C[C@@H](C(CC1)=C=O)F (R)-N-Boc-3-fluoro-4-carbonylpiperidine